4-(5-methyl-2-furanyl)methylene-2,6-di-tert-butyl-2,5-cyclohexadiene-1-one CC1=CC=C(O1)C=C1C=C(C(C(=C1)C(C)(C)C)=O)C(C)(C)C